C12OCC(C1)(C2)COC2=NC1=C(C(=C(C=C1C(=N2)N2C1CNCC2CC1)Cl)C1=CC=C(C=2SC(=C(C21)C#N)N)F)F 4-(2-((2-oxabicyclo[2.1.1]hexane-4-yl)methoxy)-4-(3,8-diazabicyclo[3.2.1]oct-8-yl)-6-chloro-8-fluoroquinazolin-7-yl)-2-amino-7-fluorobenzo[b]thiophene-3-carbonitrile